ClC1=C(C=CC(=C1)C(=O)N1CC2=C(CC1)C=1C(=CC(=C(C1OC2=O)C)N2C[C@@H](N(CC2)C)C)C)NS(=O)(=O)C (S)-N-(2-chloro-4-(8-(3,4-dimethylpiperazin-1-yl)-7,10-dimethyl-5-oxo-1,3,4,5-tetrahydro-2H-chromeno[3,4-c]pyridine-3-carbonyl)phenyl)methanesulfonamide